NC=1N(C(=CC1)C)C1C(=C(C=CC1(C)Br)O)C 2-amino-6-bromo-1-(3-hydroxy-2,6-dimethylphenyl)-5-methyl-1H-pyrrole